ClC1=CC=C(C=C1)C=1N(C2=CC=CC=C2C1C(CCC1=CC=CC=C1)=O)CC(C(=O)N)(C)C 3-(2-(4-Chlorophenyl)-3-(3-phenylpropanoyl)-1H-indol-1-yl)-2,2-dimethylpropanamide